3-[4-chloro-1-[4-(1,1-difluoroethyl)phenyl]sulfonyl-indazol-3-yl]cyclobutanone ClC1=C2C(=NN(C2=CC=C1)S(=O)(=O)C1=CC=C(C=C1)C(C)(F)F)C1CC(C1)=O